ClC1=CC=C(C=N1)C1=NOC(=C1COC1=CC=C(N=N1)C(=O)NC1CC2(COC2)C1)C 6-((3-(6-Chloropyridin-3-yl)-5-methylisoxazol-4-yl)methoxy)-N-(2-oxaspiro[3.3]heptan-6-yl)pyridazin-3-carboxamid